C(C1=CC=CC=C1)N(C)CC1=CC(=NC(=N1)NC1=CC=C(C=C1)C)NC(C)(CC(C)(C)C)C 6-((benzyl(methyl)amino)methyl)-N2-p-tolyl-N4-(2,4,4-trimethylpentan-2-yl)pyrimidine-2,4-diamine